3-NITROPYRIDINE-2-CARBOXALDEHYDE [N+](=O)([O-])C=1C(=NC=CC1)C=O